tert-butyl (2S,4S)-4-((3-amino-7-bromo-2-chloro-8-fluoro-6-iodoquinolin-4-yl)amino)-2-(cyanomethyl)piperidine-1-carboxylate NC=1C(=NC2=C(C(=C(C=C2C1N[C@@H]1C[C@H](N(CC1)C(=O)OC(C)(C)C)CC#N)I)Br)F)Cl